COC1=C(C(=C(C2=C1C=CC=C1CC(C=CC=C21)=O)OC)OC)OC tetramethoxy-9-oxobenzo(a)heptalen